cyano-[1,1'-biphenyl]-4-carboxylic acid ethyl ester C(C)OC(=O)C1=CC(=C(C=C1)C1=CC=CC=C1)C#N